N1(CCCCC1)C(=O)C=1C=C2C(=NC1)NC=C2 5-(piperidine-1-carbonyl)-1H-pyrrolo[2,3-b]pyridin